2-[[6-[(3,6-dichloro-5-cyano-2-pyridyl)amino]-2-oxo-1H-quinolin-3-yl]oxy]-N-methyl-acetamide ClC=1C(=NC(=C(C1)C#N)Cl)NC=1C=C2C=C(C(NC2=CC1)=O)OCC(=O)NC